COC=1N=NC2=CC(=CC=C2C1OC1=CC=C(C=C1)[N+](=O)[O-])O methoxy-4-(4-nitrophenoxy)-7-hydroxycinnoline